C[Si](CCOCN1C2=NC=3OCCCN(C3C=C2C=C1)C1=C(C(=O)N)C=CC=C1)(C)C 2-(4-[[2-(trimethylsilyl)ethoxy]methyl]-14-oxa-2,4,10-triaza-tricyclo[7.5.0.0[3,7]]tetradeca-1(9),2,5,7-tetraen-10-yl)benzamide